N-ethyl-2-morpholinoethyl-amine C(C)NCCN1CCOCC1